N-[2-(1-methylpyrrolidin-2-yl)imidazo[1,2-a]pyridin-6-yl]-1,3-benzoxazole-6-carboxamide CN1C(CCC1)C=1N=C2N(C=C(C=C2)NC(=O)C2=CC3=C(N=CO3)C=C2)C1